C(C)(C)(C)OC(=O)N1[C@@H](CCC1)C=1N(C(=C(N1)C1=CC=C(C=C1)C(NC1=NC=CC(=C1)C(C)C)=O)C(N)=O)N (S)-2-(1-amino-5-carbamoyl-4-(4-((4-isopropylpyridin-2-yl)carbamoyl)phenyl)-1H-imidazol-2-yl)pyrrolidine-1-carboxylic acid tert-butyl ester